methyl 2-benzimidazolecarbamate N1=C(NC2=C1C=CC=C2)NC(=O)OC